1-(1,2-oxazol-3-yl)ethan-1-amine hydrochloride Cl.O1N=C(C=C1)C(C)N